OC(CNCCCCCCOCCCCC=1C=C(C=C(C1)C)NC(=O)N)C1=CC(=C(C=C1)O)CO [3-(4-{6-[2-hydroxy-2-(4-hydroxy-3-hydroxymethyl-phenyl)-ethylamino]hexyl-oxy}-butyl)-5-methyl-phenyl]-urea